1,1,1,3,3,3-hexafluoro-propan-2-yl (R or S)-1-(2-cyclopropyl-5,6,7,8-tetrahydro-pyrido[4,3-d]pyrimidine-6-carbonyl)-6-azaspiro[2.5]octane-6-carboxylate C1(CC1)C=1N=CC2=C(N1)CCN(C2)C(=O)[C@@H]2CC21CCN(CC1)C(=O)OC(C(F)(F)F)C(F)(F)F |o1:15|